N1=C(C(C(C=C1)=N)=N)C1=NC=CC=C1 bipyridine bisimine